2-(cyclobutylamino)-8-[4-[2-(dimethylamino)ethyl-methyl-amino]phenyl]-6-(5-methyl-3,4-dihydro-2H-quinoxalin-1-yl)pyrido[2,3-d]pyrimidin-7-one C1(CCC1)NC=1N=CC2=C(N1)N(C(C(=C2)N2CCNC1=C(C=CC=C21)C)=O)C2=CC=C(C=C2)N(C)CCN(C)C